(R)-N-(3-(8-(4-fluoro-6-methyl-4,5,6,7-tetrahydro-2H-pyrazolo[3,4-c]pyridin-3-yl)-3-(2,2,2-trifluoroethyl)imidazo[1,2-a]pyridin-2-yl)prop-2-yn-1-yl)-2-methoxy-4-(methylsulfonyl)aniline F[C@@H]1C=2C(CN(C1)C)=NNC2C=2C=1N(C=CC2)C(=C(N1)C#CCNC1=C(C=C(C=C1)S(=O)(=O)C)OC)CC(F)(F)F